C(C1=CC=CC=C1)OC1=C(C(=CC(=C1)C(F)F)O)C(=O)N1CC2=CC=C(C=C2C1)O[C@H]1CN(CC1)C (R)-(2-(Benzyloxy)-4-(difluoromethyl)-6-hydroxyphenyl)(5-((1-methylpyrrolidin-3-yl)oxy)isoindolin-2-yl)methanone